FC(C(=O)O)(F)F.N1(CCNCC1)CCCN1C(C=CC1=O)=O 1-(3-piperazin-1-ylpropyl)pyrrole-2,5-dione trifluoroacetate salt